3-bromo-5-(4-cyclopropyl-6-methoxy-pyrimidin-5-yl)-7-(trifluoromethyl)-1H-pyrazolo[4,3-d]pyrimidine BrC1=NNC2=C1N=C(N=C2C(F)(F)F)C=2C(=NC=NC2OC)C2CC2